C(C=C)N1CC(C1)NC1=CC=C(C=C1)[C@H]1N([C@@H](CC2=C1NC1=CC=CC=C21)C)C21CC(C2)C1 1-allyl-N-(4-((1R,3R)-2-(bicyclo[1.1.1]pentan-1-yl)-3-methyl-2,3,4,9-tetrahydro-1H-pyrido[3,4-b]indol-1-yl)phenyl)azetidin-3-amine